4-(2,3-dihydroxypropyl)-4-hydroxypiperidine OC(CC1(CCNCC1)O)CO